4-Chloro-6-[(1S)-1-[(2S,4R)-4-fluoro-1-methylpyrrolidin-2-yl]ethoxy]-2-{3-[2-(2-fluorophenyl)propan-2-yl]-1,2-oxazol-5-yl}pyrimidine ClC1=NC(=NC(=C1)O[C@@H](C)[C@H]1N(C[C@@H](C1)F)C)C1=CC(=NO1)C(C)(C)C1=C(C=CC=C1)F